C(=O)C1=CC=C(C=C1)N(C1=C(C(C(=O)OC)=CC=C1)C(=O)OC)C Dimethyl 3-((4-formylphenyl)(methyl)amino)phthalate